C(CC(O)(C(=O)OCCCC)CC(=O)OCCCC)(=O)OCCCC Tributyl citrat